CC(=O)[C@]1(CC[C@@H]2[C@@]1(CC([C@H]3[C@H]2CCC4=CC(=O)CC[C@]34C)O)C)O 11,17α-dihydroxypregn-4-ene-3,20-dione